2,3-bis(trifluoromethyl)benzene-1,4-diamine FC(C1=C(C=CC(=C1C(F)(F)F)N)N)(F)F